tris(2-ethyl-2-propylhexyl) 4,4',4''-(1,3,5-triazine-2,4,6-triyltriimino)tribenzoate N1=C(N=C(N=C1NC1=CC=C(C(=O)OCC(CCCC)(CCC)CC)C=C1)NC1=CC=C(C(=O)OCC(CCCC)(CCC)CC)C=C1)NC1=CC=C(C(=O)OCC(CCCC)(CCC)CC)C=C1